O1C(CCCC1)N1N=C(C=C1)C1CC(CCC1)=O 3-(1-Tetrahydropyran-2-ylpyrazol-3-yl)cyclohexanone